2-ethoxy-1-(1-methyl-1H-imidazol-5-yl)prop-2-en-1-one C(C)OC(C(=O)C1=CN=CN1C)=C